ClC1=C(OCCNC2(CCOCC2)C(=O)NC2(CC2)C2=CC=C(C(=O)OC)C=C2)C=CC=C1 Methyl 4-[1-[[4-[2-(2-chlorophenoxy)ethylamino]tetrahydropyran-4-carbonyl]amino]cyclopropyl]benzoate